tert-butyl 4-[5-([6,8-dimethylimidazo[1,2-a]pyrazin-2-yl]carbamoyl)-4-fluorothiophen-2-yl]piperidine-1-carboxylate CC=1N=C(C=2N(C1)C=C(N2)NC(=O)C2=C(C=C(S2)C2CCN(CC2)C(=O)OC(C)(C)C)F)C